C(C)(C)C1=C(C(=CC(=C1)C(C)C)C(C)C)S(=O)(=O)OC1=NN(C(C=2C1=CN(C(C2)=O)C2(CC2)C#N)=O)C 6-(1-cyanocyclopropyl)-2-methyl-1,7-dioxo-1,2,6,7-tetrahydropyrido[3,4-d]pyridazin-4-yl 2,4,6-triisopropylbenzenesulfonate